C(C1=CC=CC=C1)NCl benzylchloramide